CCCCCCCC(=O)CC(=O)C1=CC=CC=C1N The molecule is an aromatic ketone that is 1-(2-aminophenyl)decane carrying two oxo substituents at positions 1 and 3. It is a beta-diketone, an aromatic ketone and a substituted aniline.